tert-butyl (1S,2R,5R)-2-allyl-3-(5-bromo-6,8-difluoro-2-(methylthio)quinazolin-4-yl)-3,8-diazabicyclo[3.2.1]octane-8-carboxylate C(C=C)[C@@H]1[C@@H]2CC[C@H](CN1C1=NC(=NC3=C(C=C(C(=C13)Br)F)F)SC)N2C(=O)OC(C)(C)C